C1(=CC=CC=C1)OC(O)=O.C(CCC)OC=1C(C(=O)O)=CC=CC1 (n-butyl salicylate) phenyl-carbonate